1-(3-((2-((4-(4-(azetidin-1-yl)piperidin-1-yl)-3-methoxyphenyl)amino)-5-methylthieno[2,3-d]pyrimidin-4-yl)amino)phenyl)cyclobutan-1-ol N1(CCC1)C1CCN(CC1)C1=C(C=C(C=C1)NC=1N=C(C2=C(N1)SC=C2C)NC=2C=C(C=CC2)C2(CCC2)O)OC